CS(=CC([C@H]([C@@H](C)O[C@H](C(F)(F)F)C)NC(OC(C)(C)C)=O)=O)(=O)C tert-Butyl ((3S,4R)-1-(dimethyl(oxo)-λ6-sulfaneylidene)-2-oxo-4-(((S)-1,1,1-trifluoropropan-2-yl)oxy)pentan-3-yl)carbamate